FC1=C(C=CC(=C1)F)[C@H](C)N1C(=NC2=C1C=C(C(=C2)F)F)N2C[C@H]([C@@H](CC2)F)N (3R,4R)-1-(1-((1S)-1-(2,4-Difluorophenyl)ethyl)-5,6-difluoro-1H-benzimidazol-2-yl)-4-fluoro-3-piperidinamin